ClC1=NC=C(C2=CC=CC=C12)CCl 1-Chloro-4-(chloromethyl)isoquinoline